C(CCC)[S+](=O)(CCCC)CCCC tributyl-sulfoxonium